2-(N-phenyl-9H-carbazol-3-yl)-9H-carbazol C1(=CC=CC=C1)N1C2=CC=CC=C2C=2C=C(C=CC12)C1=CC=2NC3=CC=CC=C3C2C=C1